FN1C2(CC(C3=CC=CC=C13)=O)CCN(CC2)C(=O)NCC2=CC(=C(C=C2)F)C(NCCC)=O fluoro-N-(4-fluoro-3-(propylcarbamoyl)benzyl)-4'-oxo-3',4'-dihydro-1'h-spiro[piperidine-4,2'-quinoline]-1-carboxamide